7-(1-Ethyl-1H-pyrazol-4-yl)-N-methyl-N-(2,2,6,6-tetramethylpiperidin-4-yl)-4H-chromeno[3,4-d]thiazol-2-amine C(C)N1N=CC(=C1)C=1C=CC2=C(C1)OCC=1N=C(SC12)N(C1CC(NC(C1)(C)C)(C)C)C